C1(C=CC(N1C=1C=C(OC2=C(C=C(C(C)(C)C3=CC(=CC=C3)C(C3=CC(=C(C(=C3)C)OC3=CC(=CC=C3)N3C(C=CC3=O)=O)C)(C)C)C=C2C)C)C=CC1)=O)=O 1,3-bis[4-(3-maleimidophenoxy)-3,5-dimethyl-α,α-dimethylbenzyl]benzene